heptanesulfonate sodium [Na+].C(CCCCCC)S(=O)(=O)[O-]